propyleneglycol monopentyl ether C(CCCC)OCC(C)O